(S)-1-(3-Amino-6-(hydroxymethyl)-1H-indazol-1-yl)-2-methyl-3-phenoxypropan-1-one NC1=NN(C2=CC(=CC=C12)CO)C([C@H](COC1=CC=CC=C1)C)=O